(S)-3-(4-amino-6-(prop-1-en-2-yl)pyrido[3,4-d]pyrimidin-8-yl)-2,4-dimethylphenol NC=1C2=C(N=CN1)C(=NC(=C2)C(=C)C)C=2C(=C(C=CC2C)O)C